OC=CC1=CN=C2N1C=CC=C2 1-hydroxy-2-[imidazo(1,2-a)pyridine-3-yl]ethylene